FC1=NC=CC(=C1)C=1C(=C2CCCC2=CC1)NC1=NC(=NN1COCC[Si](C)(C)C)S(=O)(=O)N1CCC(CC1)N(CCCO)C 3-[[1-[[5-[[5-(2-fluoro-4-pyridinyl)indan-4-yl]amino]-1-(2-trimethylsilylethoxymethyl)-1,2,4-triazol-3-yl]sulfonyl]-4-piperidinyl]-methyl-amino]propan-1-ol